silver methylmercaptopyrimidine CSC1=NC=CC=N1.[Ag]